(2S)-2-[(2,3,4,5,6-Pentafluorobenzoyl)amino]-3-phenylpropionic acid FC1=C(C(=O)N[C@H](C(=O)O)CC2=CC=CC=C2)C(=C(C(=C1F)F)F)F